N-((trans)-4-(3,3-difluoropyrrolidin-1-yl)cyclohexyl)-3-(1H-imidazol-1-yl)-6,7-dihydro-5H-cyclopenta[c]pyridine-1-carboxamide FC1(CN(CC1)[C@@H]1CC[C@H](CC1)NC(=O)C1=NC(=CC2=C1CCC2)N2C=NC=C2)F